ClC=1C=C(OC2(CCCCC2)C2=C(N=NC(=C2)N2CCC(CC2)CN2CCN(CC2)C2=CC=C(C=C2)C=2C(NC(NC2)=O)=O)C(=O)N)C=CC1C#N (1r,4r)-4-((3-chloro-4-cyanophenoxy)cyclohexyl)-6-(4-((4-(4-(2,4-dioxo-1,2,3,4-tetrahydropyrimidin-5-yl)phenyl)piperazin-1-yl)methyl)piperidin-1-yl)pyridazine-3-carboxamide